C12CN(CC2C1)C(=O)C=1C=CC=C2C(=NC=NC12)N[C@H](CN1CCN(CC1)S(=O)(=O)C1=C(N=C(S1)NC(OC)=O)C)C methyl N-[5-({4-[(2S)-2-[(8-{3-azabicyclo[3.1.0]hexane-3-carbonyl} quinazolin-4-yl)amino]propyl]piperazin-1-yl} sulfonyl)-4-methyl-1,3-thiazol-2-yl]carbamate